1-((3R,4R)-3-((5-fluoropyrimidin-2-yl)oxy)-4-((4-(trifluoromethyl)benzyl)oxy)pyrrolidin-1-yl)prop-2-en-1-one FC=1C=NC(=NC1)O[C@@H]1CN(C[C@H]1OCC1=CC=C(C=C1)C(F)(F)F)C(C=C)=O